5-(7-Cyano-6-(6-((4-(2-(2,6-dioxopiperidin-3-yl)-1-oxoisoindolin-4-yl)but-3-yn-1-yl)carbamoyl)pyridin-3-yl)-3,4-dihydroquinolin-1(2H)-yl)-7-isopropyl-N-methyl-1H-indole-3-carboxamide C(#N)C1=C(C=C2CCCN(C2=C1)C=1C=C2C(=CNC2=C(C1)C(C)C)C(=O)NC)C=1C=NC(=CC1)C(NCCC#CC1=C2CN(C(C2=CC=C1)=O)C1C(NC(CC1)=O)=O)=O